FC(CC(CC(C)=O)=O)(F)F 5-trifluoromethyl-2,4-pentanedione